2-fluoro-4-((2-nitropyridin-4-yl)oxy)aniline FC1=C(N)C=CC(=C1)OC1=CC(=NC=C1)[N+](=O)[O-]